CC1=C(C(=CC(=C1)CCC1(CC=CC=C1)C)CCC1(CC=CC=C1)C)O 2-methyl-4,6-bis(1-methyl-phenylethyl)phenol